4-[4-(2-hydroxyethoxy)phenyl]-2-(oxetan-3-ylmethylthio)pyridine-3,5-dicarbonitrile OCCOC1=CC=C(C=C1)C1=C(C(=NC=C1C#N)SCC1COC1)C#N